BrC1=NN(C(=C1)C1=NC2=C(C(O1)=O)C=C(C=C2)Cl)C2=NC=CC=C2Cl 2-[3-bromo-1-(3-chloro-2-pyridinyl)-1H-pyrazol-5-yl]-6-chloro-4H-3,1-benzoxazin-4-one